Cl.Cl.NC(C(=O)N)=C[C@H]1C(NC2=C(O1)C=CN=C2)=O (S)-2-amino-3-((S)-3-oxo-3,4-dihydro-2H-pyrido[4,3-b][1,4]oxazin-2-yl)acrylamide dihydrochloride